N1=C(C=CC=C1)[Se][Se]C1=NC=CC=C1 di(2-pyridyl) diselenide